C(C)N(C(OCCCCCC)=O)CC hexyl N,N-diethylcarbamate